FC1=CC=C(C=C1)C1(C(CCCC1)=O)NC 2-(4-fluorophenyl)-2-(methylamino)cyclohexan-1-one